n-Hexylether C(CCCCC)OCCCCCC